N[C@@H](C)C(=O)B=O alanylboraneAl